Gallium Hydrate O.[Ga]